CC=1C=C(C=CC1)OCCC(CC(C)(C)C)C 3,5,5-trimethyl-hexyl 3-methylphenyl ether